C(C)(C)(C)N1N=C(C(=C1C)O)C1=CC(=CC=C1)OCCCC 1-(tert-Butyl)-3-(3-Butoxyphenyl)-5-methyl-pyrazol-4-ol